(E)-3-(2-ethyl-3-(4-ethylphenyl)-7-fluoro-4-oxo-3,4-dihydroquinazolin-6-yl)-N-hydroxyacrylamide C(C)C1=NC2=CC(=C(C=C2C(N1C1=CC=C(C=C1)CC)=O)/C=C/C(=O)NO)F